C(C[NH3+])[C@@H](C(=O)[O-])[NH3+] DIAMINOBUTYRATE